O=C1NC(CC[C@@H]1NC(=O)C1=NN(C2=C1CNCC2)C)=O (S)-N-(2,6-dioxopiperidin-3-yl)-1-methyl-4,5,6,7-tetrahydro-1H-pyrazolo[4,3-c]pyridine-3-carboxamide